2,4-dimethyl-N-(5-nitrothiazol-2-yl)benzamide CC1=C(C(=O)NC=2SC(=CN2)[N+](=O)[O-])C=CC(=C1)C